Dioxane-d8 O1C(C(OC(C1([2H])[2H])([2H])[2H])([2H])[2H])([2H])[2H]